FC(C(=O)O)(F)F.NCC1=CN=C(S1)S(=O)(=O)N1C[C@H](C[C@@H](C1)C1=CC=CC=C1)C(=O)N1CCS(CC1)(=O)=O trans-(1-((5-(Aminomethyl)thiazol-2-yl)sulfonyl)-5-phenylpiperidin-3-yl)(1,1-dioxidothio-morpholino)methanone 2,2,2-trifluoroacetate